tert-Butyl N2-(((9H-fluoren-9-yl)methoxy)carbonyl)-N4-methyl-L-asparaginate C1=CC=CC=2C3=CC=CC=C3C(C12)COC(=O)N[C@@H](CC(NC)=O)C(=O)OC(C)(C)C